N-[(E)-[5-(4-chloro-2-fluoro-anilino)-4-methyl-3-pyridyl]methyleneamino]-4-methyl-benzenesulfonamide ClC1=CC(=C(NC=2C(=C(C=NC2)\C=N\NS(=O)(=O)C2=CC=C(C=C2)C)C)C=C1)F